[Na+].SC(CC)S(=O)(=O)[O-] Mercaptopropanesulfonic acid sodium salt